FC=1C=C(C=CC1)C1CCC2=NNC(N21)=O 5-(3-fluorophenyl)-2,5,6,7-tetrahydro-3H-pyrrolo[2,1-c][1,2,4]triazol-3-one